4-[4-(1,3-benzoxazol-2-yl)piperidin-1-yl]-7-fluoro-1-methyl-2-oxo-1,2-dihydroquinoline O1C(=NC2=C1C=CC=C2)C2CCN(CC2)C2=CC(N(C1=CC(=CC=C21)F)C)=O